2-(2-cyclopropyl-3-(1H-indazol-5-yl)phenyl)-N-((1R,6S)-2,2-difluoro-6-(((3R,4S)-3-fluoro-1-isopropylpiperidin-4-yl)oxy)cyclohexyl)acetamide C1(CC1)C1=C(C=CC=C1C=1C=C2C=NNC2=CC1)CC(=O)N[C@H]1C(CCC[C@@H]1O[C@@H]1[C@@H](CN(CC1)C(C)C)F)(F)F